C(C)(=O)N1[C@@H](C[C@H](CC1)N1N=CC=2C(=NC=3C(=C(C(=CC3C21)I)Br)F)O[C@@H](C)[C@H]2N(CCC2)C)CC#N ((2S,4S)-1-acetyl-4-(7-bromo-6-fluoro-8-iodo-4-((S)-1-((S)-1-methylpyrrolidin-2-yl)ethoxy)-1H-pyrazolo[4,3-c]quinolin-1-yl)piperidin-2-yl)acetonitrile